(2-cyano-4-(1H-pyrrol-1-yl)phenyl)-N,N-dimethylformamide C(#N)C1=C(C=CC(=C1)N1C=CC=C1)C(=O)N(C)C